N-Undecylpiperidinium methansulfonat CS(=O)(=O)[O-].C(CCCCCCCCCC)[NH+]1CCCCC1